N-(4-(1-methoxyethyl)-6-(trifluoromethyl)-1,5-naphthyridin-3-yl)-N'-(1-methyl-3-(trifluoromethyl)-1H-pyrazol-5-yl)urea COC(C)C1=C(C=NC2=CC=C(N=C12)C(F)(F)F)NC(=O)NC1=CC(=NN1C)C(F)(F)F